C(C1=CC=CC=C1)SC1=CC(=C(C=C1)N)C 4-(benzylthio)-2-methylbenzenamine